8-azaadenine N1=CN=C2N=NNC2=C1N